NCCOCCOCCC(=O)NC1=C(C(=O)NC=2SC(=CC2)C)C=CC=C1 2-(3-(2-(2-Aminoethoxy)ethoxy)propanamido)-N-(5-methylthiophen-2-yl)benzamide